(3aR,6aS)-2-(t-Butoxycarbonyl)octahydrocyclopenta[c]pyrrole-5-carboxylic acid C(C)(C)(C)OC(=O)N1C[C@@H]2[C@H](C1)CC(C2)C(=O)O